4-allyl-2-methoxy-1-((2-phenylvinyl)oxy)benzene C(C=C)C1=CC(=C(C=C1)OC=CC1=CC=CC=C1)OC